ClC1=C(C=C(C(=C1)Cl)F)S(=O)(=O)N1C[C@@H]([C@@](C1)(CO)O)S(=O)(=O)C1=CC=C(C#N)C=C1 4-(((3S,4R)-1-((2,4-dichloro-5-fluorophenyl)sulfonyl)-4-hydroxy-4-(hydroxymethyl)pyrrolidin-3-yl)sulfonyl)benzonitrile